Cl.N1=NC=C2N1C=CC=C2 Triazolo[1,5-a]Pyridine HCl